P(=O)(OC(C(F)(F)F)C(F)(F)F)(OC(C(F)(F)F)C(F)(F)F)OC(C(F)(F)F)C(F)(F)F tris-(hexafluoroisopropyl) phosphate